phenyl-tribromosilane C1(=CC=CC=C1)[Si](Br)(Br)Br